tert-butyl N-[6-methyl-2-oxo-5-phenyl-1-[2-(3-tetrahydropyran-2-yloxypropoxy)ethyl]-3-piperidyl]carbamate CC1C(CC(C(N1CCOCCCOC1OCCCC1)=O)NC(OC(C)(C)C)=O)C1=CC=CC=C1